3-((5-(1H-tetrazol-5-yl)-[1,1'-biphenyl]-3-yl)amino)-4-hydroxycyclobut-3-ene-1,2-dione N1N=NN=C1C=1C=C(C=C(C1)C1=CC=CC=C1)NC=1C(C(C1O)=O)=O